[Cl-].OCC[N+](C)(C)CC N-(2-hydroxyethyl)-N,N-dimethylethylammonium chloride